[Se]1(C=NC=C1)=O selenazolone